3-(hexadecyldisulfanyl)benzyl hydrogen (((1-(6-amino-9H-purin-9-yl)propan-2-yl)oxy)methyl)phosphonate NC1=C2N=CN(C2=NC=N1)CC(C)OCP(OCC1=CC(=CC=C1)SSCCCCCCCCCCCCCCCC)(O)=O